2-amino-4-(4-chlorophenyl)-5-methylthiazole NC=1SC(=C(N1)C1=CC=C(C=C1)Cl)C